COC12CCC(CC1)(C2)N2C1=NC(=NC=C1N(C2=O)C)NC2=CC1=C(OCCO1)C=C2C 9-(4-methoxybicyclo[2.2.1]heptan-1-yl)-7-methyl-2-((7-methyl-2,3-dihydrobenzo[b][1,4]dioxin-6-yl)amino)-7,9-dihydro-8H-purin-8-one